BrC1=C(C=C(OC2=NC=CC=C2F)C=C1F)F 2-(4-bromo-3,5-difluorophenoxy)-3-fluoropyridine